pyrido[4,3-d]pyrimidine-7(6H)-one N1=CN=CC=2C1=CC(NC2)=O